BrC=1C=C(C=CC1)C(=C)NC(C)=O N-(1-(3-bromophenyl)vinyl)acetamide